C(=C)C1=CC=C(C=C1)C1=CC=C(C=C1)C1=CC=C(C=C1)C=C 1,4-bis(4-vinylphenyl)benzene